Cl.Cl.N[C@@H]1CN(C[C@@H](C1)C)C1=C(C=NC(=C1)CO)NC(=O)C=1C(=C(C(=CC1)F)C1=C(C=CC=C1F)F)F N-(4-((3S,5R)-3-amino-5-methylpiperidin-1-yl)-6-(hydroxymethyl)pyridin-3-yl)-2,2',6,6'-Tetrafluoro-[1,1'-biphenyl]-3-carboxamide dihydrochloride